N-(1,1-dimethylsilocan-5-yl)-6-methoxy-1H-pyrrolo[2,3-b]pyridine-2-carboxamide C[Si]1(CCCC(CCC1)NC(=O)C1=CC=2C(=NC(=CC2)OC)N1)C